UNDEC-10-ENAL C(CCCCCCCCC=C)=O